BrC=1C=C(C2=C(N3C(=N2)CN(CC3C)C(=O)OC(C)(C)C)C1)F tert-butyl 7-bromo-9-fluoro-4-methyl-3,4-dihydropyrazino[1,2-a]benzimidazole-2(1H)-carboxylate